OC1=NC(=NC=C1C(=O)N/N=C/C1=C(C(=C(C=C1)O)O)O)C1=NC=CC=C1 (E)-4-hydroxy-2-(pyridin-2-yl)-N'-(2,3,4-trihydroxybenzylidene)pyrimidine-5-carbohydrazide